COC(C(C(C)C)C1=CC(=NO1)N1CCNCC1)=O 4-[5-(1-methoxy-3-methyl-1-oxobutan-2-yl)-1,2-oxazol-3-yl]Piperazine